FC=1C=C(C=CC1N1CCC(CC1)C(F)(F)F)NC1=CC=C2CN(C(C2=C1)=O)C 6-((3-fluoro-4-(4-(trifluoromethyl)piperidin-1-yl)phenyl)amino)-2-methylisoindolin-1-one